(E)-4-chloro-β-nitrostyrene ClC1=CC=C(/C=C/[N+](=O)[O-])C=C1